tert-butyl (S)-(3-hydroxy-1-phenylpropyl)carbamate OCC[C@@H](C1=CC=CC=C1)NC(OC(C)(C)C)=O